P(O)(=O)(OP(=O)(O)OP(=O)(O)O)OC[C@@H]1[C@H]([C@H]([C@@H](O1)N1C=NC=2C(N)=NC=NC12)OC)O 2'-O-methyladenosine 5'-triphosphate